C(CCCCCCCCCCCC)(=O)[O-].[Bi+3].C1(=CC=CC=C1)NS(=O)(=O)C(\C=C\CCCC)B1OC(CN(CC(O1)=O)C)=O.C(CCCCCCCCCCCC)(=O)[O-].C(CCCCCCCCCCCC)(=O)[O-] phenyl-(E)-(1-(6-methyl-4,8-dioxo-1,3,6,2-dioxazaborocan-2-yl)hept-2-en-1-yl)sulfonamide bismuth tridecanoate